3-(quinolin-6-yl)propionic acid N1=CC=CC2=CC(=CC=C12)CCC(=O)O